C1(CC1)[C@H](C(C)(C)O)N1C(C2=C(C=CC=C2C1)C1=CC=C(C=C1)C=1N=NN(C1)C)=O 2-[(1R)-1-cyclopropyl-2-hydroxy-2-methyl-propyl]-7-[4-(1-methyltriazol-4-yl)phenyl]isoindolin-1-one